tert-Butyl 6,7-dihydropyrazolo[1,5-a]pyrimidine-4(5H)-carboxylate N1=CC=C2N1CCCN2C(=O)OC(C)(C)C